methyl 5-[4-[(2,5-dimethyl-3-oxo-4H-quinoxalin-6-yl)methyl]piperazin-1-yl]-6-fluoro-pyridine-2-carboxylate CC1=NC2=CC=C(C(=C2NC1=O)C)CN1CCN(CC1)C=1C=CC(=NC1F)C(=O)OC